(Z)-3-((5-chloropyridin-2-yl)oxy)-N'-hydroxybenzoamidine ClC=1C=CC(=NC1)OC=1C=C(/C(=N/O)/N)C=CC1